4-(4-butylbenzoyl)-2,3-dihydroxyphenylbutyrate C(CCC)C1=CC=C(C(=O)C2=C(C(=C(C=C2)OC(CCC)=O)O)O)C=C1